C1(CCCC1)C1=NC=C(C=N1)B(O)O 2-(CYCLOPENTYL)PYRIMIDINE-5-BORONIC ACID